4-(bromomethyl)-3-(4-fluorophenyl)-5-methyl-1,2-oxazole BrCC=1C(=NOC1C)C1=CC=C(C=C1)F